FC1=CC=C(CN2S(C3=C(C4=C2C(=CC=C4)OC)C=C(C(=C3)OC)OC)(=O)=O)C=C1 6-(4-fluorobenzyl)-2,3,7-trimethoxy-6H-dibenzo[c,e][1,2]thiazine 5,5-dioxide